C(C=C)(=O)[O-].Cl[Rh-3](Cl)(Cl)(Cl)(Cl)Cl.[Na+] sodium hexachlororhodium (III) acrylate